3-(naphthalen-2-yl)-1-(prop-2-ynyl)-1H-pyrazolo[3,4-d]pyrimidin-4-amine C1=C(C=CC2=CC=CC=C12)C1=NN(C2=NC=NC(=C21)N)CC#C